ClCCCCC(CC(C(=O)OCC)(F)F)C1=C(CC2(OCCO2)CC1)C(=O)[O-] 8-(8-chloro-1-ethoxy-2,2-difluoro-1-oxooctan-4-yl)-1,4-dioxaspiro[4.5]dec-7-ene-7-carboxylate